(R)-4-(4-cyclopropyl-2-methoxyphenyl)-N-(1-methylpiperidin-3-yl)phthalazin-1-amine C1(CC1)C1=CC(=C(C=C1)C1=NN=C(C2=CC=CC=C12)N[C@H]1CN(CCC1)C)OC